Cl.CNC1CCN(CC1)C1=CC=C(C=C1)O 4-[4-(methylamino)-1-piperidyl]phenol hydrochloride